aminophenyldiisopropyl-oxysilane methyl-2-chloro-5-cyano-4-[5-[(3,4-difluorophenyl)methylcarbamoyl]-2-thienyl]-6-isobutyl-pyridine-3-carboxylate COC(=O)C=1C(=NC(=C(C1C=1SC(=CC1)C(NCC1=CC(=C(C=C1)F)F)=O)C#N)CC(C)C)Cl.N[Si](OC(C)C)(OC(C)C)C1=CC=CC=C1